N-[4-[[(exo)-3-azabicyclo[3.1.0]hexane-6-yl]carbamoyl]-3-chloro-phenyl]-5-(2,3-difluoro-4-methoxy-phenyl)-1-methyl-imidazole-2-carboxamide C12CNCC2C1NC(=O)C1=C(C=C(C=C1)NC(=O)C=1N(C(=CN1)C1=C(C(=C(C=C1)OC)F)F)C)Cl